(S)-1-METHOXYPENT-4-ENE-2-SULFONAMIDE COC[C@H](CC=C)S(=O)(=O)N